1-(2,4-dihydroxy-3-methylphenyl)butan-1-one OC1=C(C=CC(=C1C)O)C(CCC)=O